bromo-N-(5-fluoropyrimidin-2-yl)imidazo[1,2-a]pyrazin-8-amine BrC=1N=C2N(C=CN=C2NC2=NC=C(C=N2)F)C1